C(CC)NC(OC1CC(C1)C1=CC(=NN1)NC(COC1=C(C(=CC(=C1)OC)OC)C=O)=O)=O (1s,3s)-3-(3-(2-(2-formyl-3,5-dimethoxyphenoxy)acetamido)-1H-pyrazol-5-yl)cyclobutyl propylcarbamate